(S)-4-(5-(4-((2-((S)-3-carboxybutyl)-4-fluoro-6-methoxybenzo[b]thiophen-5-yl)oxy)butoxy)-4-fluoro-6-methoxybenzo[b]thiophen-2-yl)-2-methyl-4-oxobutanoic acid C(=O)(O)[C@H](CCC1=CC2=C(S1)C=C(C(=C2F)OCCCCOC2=C(C1=C(SC(=C1)C(C[C@@H](C(=O)O)C)=O)C=C2OC)F)OC)C